NC1=NC2=CC(=CC=C2C=C1)CN(C(=O)C=1C=NC=CC1)C=1C=CC=C2C=NNC12 N-[(2-aminoquinolin-7-yl)methyl]-N-(1H-indazol-7-yl)pyridine-3-carboxamide